tert-butyl (3-chloro-2-fluorophenyl)carbamate ClC=1C(=C(C=CC1)NC(OC(C)(C)C)=O)F